FC(C)(C)C=1C=C(C=NC1)NC(=O)C1=CC=C2C(CN(CC2=C1)C(=O)OC(C)(C)C)C tert-butyl 7-{[5-(2-fluoropropan-2-yl)pyridin-3-yl]carbamoyl}-4-methyl-1,2,3,4-tetrahydroisoquinoline-2-carboxylate